FC(C(=O)O)(F)F.NCC(CC=1N(C(NN1)=O)C1=NC=C(C=C1C)C1=CC=C(C=C1)N1CCOCC1)=C(F)F [2-(aminomethyl)-3,3-difluoro-allyl]-4-[3-methyl-5-(4-morpholinophenyl)-2-pyridinyl]-1,2,4-triazol-3-one trifluoroacetate salt